FC=1C=C(C=CC1F)C=1N=C(NC1C=1C=C2N=CC=NC2=CC1)CC 6-(4-(3,4-Difluorophenyl)-2-ethyl-1H-imidazol-5-yl)quinoxaline